ClC=1C(=NC(=NC1)N1CC(C(CC1)(F)F)COC)NC1=CC2=C(N(C(N2CCC(C)(C)O)=O)C)C=C1 5-((5-Chloro-2-(4,4-difluoro-3-(methoxymethyl)piperidin-1-yl)pyrimidin-4-yl)amino)-3-(3-hydroxy-3-methylbutyl)-1-methyl-1,3-dihydro-2H-benzo[d]imidazol-2-on